(S)-1-(3-chloro-5-fluoro-2-((2-methyl-4-(5-methyl-1H-1,2,4-triazol-1-yl)quinolin-8-yloxy)methyl)phenyl)ethylamine ClC=1C(=C(C=C(C1)F)[C@H](C)N)COC=1C=CC=C2C(=CC(=NC12)C)N1N=CN=C1C